N[C@H](C(=O)O)CCS(=O)(=N)CCC(C(F)(F)F)C1=CC=C(C=C1)C#CC1=CC=CC=C1 (2s)-2-amino-4-(4,4,4-trifluoro-3-(4-(phenylethynyl)phenyl)butylsulfonimidoyl)butanoic acid